O=C1NC(CCC1N1N=C(C=C1)C=1C=C(C=CC1)S(=O)(=O)F)=O 3-(1-(2,6-dioxopiperidin-3-yl)-1H-pyrazol-3-yl)benzenesulfonyl fluoride